CN(CCCNC(=O)C1=NNC2=C(C=CC=C12)F)C N-(3-(di-methylamino)propyl)-7-fluoro-1H-indazole-3-carboxamide